N-[2-(5-cyano-7-methyl-1H-indol-3-yl)ethyl]acetamide C(#N)C=1C=C2C(=CNC2=C(C1)C)CCNC(C)=O